N1=CC(=CC=C1)CNC1=NC=2N(C(=C1)NC=1C=C3C=C(C(N(C3=CC1)C)=O)OCC(=O)NC)N=CN2 2-((6-((5-((3-pyridylmethyl)amino)-[1,2,4]triazolo[1,5-a]pyrimidin-7-yl)amino)-1-methyl-2-oxo-1,2-dihydroquinolin-3-yl)oxy)-N-methylacetamide